C(C)(C)(C)OC(=O)N1[C@H](CC[C@@H](C1)NC(C1=CC(=CC=C1)Cl)=O)C=1OC(=NN1)OCCOC(F)(F)F (2r,5s)-5-(3-chlorobenzoylamino)-2-{5-[2-(trifluoromethoxy)ethoxy]-1,3,4-oxadiazol-2-yl}piperidine-1-carboxylic acid tert-butyl ester